C(C)(C)OC=1C(=CC(=NC1)C1=NSC(=N1)NC1=NC=CC=C1C(C)C)C(F)(F)F 3-(5-isoprop-oxy-4-(trifluoromethyl)pyridin-2-yl)-N-(3-isopropyl-pyridin-2-yl)-1,2,4-thiadiazol-5-amine